6-(3,6-dihydro-2H-pyran-4-yl)-2-methylpyrido[2,3-d]pyrimidin-7(8H)-one O1CCC(=CC1)C1=CC2=C(N=C(N=C2)C)NC1=O